B(O)(O)CCC=1C(=C(C(=O)O)C(=CC1)OC1CN(C1)S(=O)(=O)C1=N(C=CC=C1)=O)O 3-(2-Boronoethyl)-2-hydroxy-6-{[1-(1-oxo-1λ5-pyridine-2-sulfonyl)azetidin-3-yl]oxy}benzoic acid